5-(1,2-Dithiolan-3-yl)pentanamide S1SC(CC1)CCCCC(=O)N